FC1([C@@H](CN(CC1)C1=NC2=C(N1CC=1SC(=NN1)C)C=CC(=C2)F)N)F (R)-4,4-difluoro-1-(5-fluoro-1-((5-methyl-1,3,4-thiadiazol-2-yl)methyl)-1H-benzo[d]imidazol-2-yl)piperidin-3-amine